COC(=O)C=1C(N(C=CC1)CC1=CC=CC=C1)=O 1-benzyl-2-oxo-1,2-dihydropyridine-3-carboxylic acid methyl ester